2-{[1-(1-{2-[(tert-butyldimethylsilyl)oxy]ethyl}pyrrolidin-3-yl)-1H-1,2,3,4-tetrazol-5-yl]sulfanyl}-N-[3-fluoro-5-(1,1,2,2,3,3,3-heptafluoropropyl)pyridin-2-yl]-5-nitrobenzamide [Si](C)(C)(C(C)(C)C)OCCN1CC(CC1)N1N=NN=C1SC1=C(C(=O)NC2=NC=C(C=C2F)C(C(C(F)(F)F)(F)F)(F)F)C=C(C=C1)[N+](=O)[O-]